[2,6-difluoro-4-(1,1,2,2,3,3,3-heptafluoropropyl)phenyl]-5-nitro-benzamide FC1=C(C(=CC(=C1)C(C(C(F)(F)F)(F)F)(F)F)F)C1=C(C(=O)N)C=C(C=C1)[N+](=O)[O-]